CN(CCC=1C(=CC(N(C1)C(C(=O)OCC)CC(C)(C)F)=O)C(F)(F)F)C ethyl 2-(5-(2-(dimethylamino)ethyl)-2-oxo-4-(trifluoromethyl)pyridin-1(2H)-yl)-4-fluoro-4-methylpentanoate